2-(o-chlorostyryl)isocyanatobenzene tert-butyl-N-[2-[2-[2-[2-[3-[2,3-bis[(Z)-octadec-9-enoxy]propyl-octyl-amino]-3-oxo-propoxy]ethoxy]ethoxy]ethoxy]ethyl]carbamate C(C)(C)(C)OC(NCCOCCOCCOCCOCCC(=O)N(CCCCCCCC)CC(COCCCCCCCC\C=C/CCCCCCCC)OCCCCCCCC\C=C/CCCCCCCC)=O.ClC1=C(C=CC2=C(C=CC=C2)N=C=O)C=CC=C1